N[C@@H](CO)C1=C(C(=CC=C1)F)F (R)-2-amino-2-(2,3-difluorophenyl)ethan-1-ol